5-(1-acryloylpiperidine-4-yl)-4'-phenoxybiphenyl-2-carboxamide C(C=C)(=O)N1CCC(CC1)C1=CC=C(C(=C1)C1=CC=C(C=C1)OC1=CC=CC=C1)C(=O)N